FC(C=1C=C(C=C(C1)C(F)(F)F)B(OC(C)C)C1=CC(=CC(=C1)C(F)(F)F)C(F)(F)F)(F)F Bis(3,5-bis(trifluoromethyl)phenyl)isopropoxy-borane